FC1=C(C=CC=C1)P(N(P(C1=CC(=CC=C1)[Si](CCCC)(CCCC)CCCC)C1=CC(=CC=C1)[Si](CCCC)(CCCC)CCCC)C1CCCCC1)C1=C(C=CC=C1)F N-(bis(2-fluorophenyl)phosphaneyl)-N-cyclohexyl-1,1-bis(3-(tributylsilyl)phenyl)phosphanamine